FC1=C(C=CC=C1)C1=CC=C2CCC(C2=C1)NC(O[C@@H]1CN2CCC1CC2)=O (S)-quinuclidin-3-yl (6-(2-fluorophenyl)-2,3-dihydro-1H-inden-1-yl)carbamate